2,6-difluoro-3-nitro-N-propylbenzamide FC1=C(C(=O)NCCC)C(=CC=C1[N+](=O)[O-])F